2-Amino-N-(4-bromophenyl)-3-phenylpropanamide NC(C(=O)NC1=CC=C(C=C1)Br)CC1=CC=CC=C1